C1(CC1)C1=C(C=CC(=C1)OCC1=NC=CC=C1)NC=1C=C(C(=O)N)C=CC1 3-((2-Cyclopropyl-4-(pyridin-2-ylmethoxy)phenyl)amino)benzamide